O=C1N(C(C2=CC=CC=C12)=O)C[C@@H](C(CCNC(OC(C)(C)C)=O)O)NC(OC(C)(C)C)=O di-tert-butyl ((4S)-5-(1,3-dioxoisoindolin-2-yl)-3-hydroxypentane-1,4-diyl)dicarbamate